5-(piperidin-1-ylsulfonyl)pyridin-2-amine N1(CCCCC1)S(=O)(=O)C=1C=CC(=NC1)N